(4,4-difluoro-2,7-diazaspiro[4.4]nonan-2-yl)(2,3-dihydro-1H-pyrrolo[1,2-a]indol-9-yl)methanone formate C(=O)O.FC1(CN(CC12CNCC2)C(=O)C2=C1N(C=3C=CC=CC23)CCC1)F